ClC1=CC(=C(C=C1)C1=CCC2(CCN(C2)C(=O)OC(C)(C)C)CC1)OC tert-butyl 8-(4-chloro-2-methoxyphenyl)-2-azaspiro[4.5]dec-7-ene-2-carboxylate